C(C1=CC=CC=C1)OC(=O)N1C[C@@](CC1)(C)C(N)=O (3S)-3-carbamoyl-3-methyl-pyrrolidine-1-carboxylic acid benzyl ester